(S)-2-(2-methyl-2-azaspiro[3.3]heptan-6-yl)-N-(7-oxo-1-(5-phenyl-1H-imidazol-2-yl)nonyl)acetamide CN1CC2(C1)CC(C2)CC(=O)N[C@@H](CCCCCC(CC)=O)C=2NC(=CN2)C2=CC=CC=C2